C[C@H]1[C@H]([C@H]([C@@H]([C@@H](O1)O[C@@H]2[C@H]([C@H]([C@H](O[C@H]2O[C@@H]3[C@H]([C@@H](O[C@@H]([C@H]3O)CO)O[C@H]4[C@H](O[C@H]([C@@H]([C@H]4O)O)O[C@@H]5[C@H](OC([C@@H]([C@H]5O)O)O)CO)CO)NC(=O)C)CO)O)O)O)O)O The molecule is a linear amino tetrasaccharide consisting of alpha-fucosyl, beta-galactosyl, beta-glucosaminyl, beta-galactosyl and glucose units connected via sequential (1->2)-, (1->3)-, (1->4)- and (1->4)-linkages. It is an amino pentasaccharide and a glucosamine oligosaccharide.